carbonic acid, hydroxide C(=O)(O)O